calcium silicon-strontium [Sr].[Si].[Ca]